2-[4-[[(R,2'S)-7-chloro-2'-methyl-spiro[isochromane-1,4'-piperidine]-1'-yl]methyl]triazol-1-yl]ethanol ClC1=CC=C2CCO[C@]3(C[C@@H](N(CC3)CC=3N=NN(C3)CCO)C)C2=C1